C1OC=CN2C1=CN1C2=CC=NC1=O 1H,9H-pyrimido[6',1':2,3]imidazo[5,1-c][1,4]oxazin-9-one